FC1=CC=C(C=C1)N1C(=C(C2=C1C=C1C=NN(C1=C2)C(C(C)(C)C)=O)B2OC(C(O2)(C)C)(C)C)C2CCOCC2 1-[5-(4-fluorophenyl)-6-tetrahydropyran-4-yl-7-(4,4,5,5-tetramethyl-1,3,2-dioxaborolan-2-yl)pyrrolo[2,3-f]indazol-1-yl]-2,2-dimethyl-propan-1-one